3-fluoro-5-nitro-pyridin-2-amine FC=1C(=NC=C(C1)[N+](=O)[O-])N